CC1(C(C(C2=C(O1)C(=CC(=C2)/C=C/C(=O)C3=C(C=C(C=C3)O)O)O)O)O)C The molecule is a chromenol that is 2,2-dimethyl-3,4-dihydro-2H-chromene-3,4,8-triol substituted by a 3-(2,4-dihydroxyphenyl)-3-oxoprop-1-en-1-yl moiety at position 6 (the E-isomer). It is isolated from the stems of Erythrina abyssinica and displays moderate cytotoxic effect against human colorectal cancer cell line. It has a role as a metabolite and an antineoplastic agent. It is a member of chalcones, a member of resorcinols and a chromenol.